8-oxo-2-oxa-7-azaspiro[4.4]nonane-7-carboxylic acid tert-butyl ester C(C)(C)(C)OC(=O)N1CC2(CCOC2)CC1=O